4-(4-nitrophenyl)-1,4-diazepan-5-one [N+](=O)([O-])C1=CC=C(C=C1)N1CCNCCC1=O